2-(3-(2-((1,5-dimethyl-1H-pyrazol-3-yl)amino)-5-methylpyrimidin-4-yl)-1H-indol-7-yl)-4-(3,5-dimethylisoxazol-4-yl)isoindolin-1-one CN1N=C(C=C1C)NC1=NC=C(C(=N1)C1=CNC2=C(C=CC=C12)N1C(C2=CC=CC(=C2C1)C=1C(=NOC1C)C)=O)C